COC=1C(=C2C=CN(C2=C(C1)C)C(=O)OC(C)(C)C)CN1[C@@H](C[C@H](CC1)OCCOC)C1=CC=C(C=C1)C(=O)OCCOC tert-butyl 5-methoxy-4-{[(2S,4S)-4-(2-methoxyethoxy)-2-(4-[(2-methoxyethoxy)carbonyl]phenyl) piperidin-1-yl]methyl}-7-methyl-1H-indole-1-carboxylate